1,2-difluoro-2-(2-(2-fluoroethoxy)ethoxy)ethane FCC(OCCOCCF)F